(6-(4-methylpiperazin-1-yl)hexyl)-9H-carbazole CN1CCN(CC1)CCCCCCC1=CC=CC=2C3=CC=CC=C3NC12